2-[[(4-methoxyphenyl)methyl]amino]acetonitrile COC1=CC=C(C=C1)CNCC#N